C1(=CC=CC=C1)C1=CC(C2=CC=CC=C12)=[Ru] (3-phenyl-1H-indenylidene)ruthenium(II)